FC=1C=C(C=C2CC(CC12)CNCCC1CN(C(O1)=O)C1=NC2=C(OCC(N2)=O)N=C1)NC(=O)[C@@H]1N(CCC1)C (2R)-N-[7-fluoro-2-[[2-[2-oxo-3-(3-oxo-4H-pyrazino[2,3-b][1,4]oxazin-6-yl)oxazolidin-5-yl]ethylamino]methyl]indan-5-yl]-1-methyl-pyrrolidine-2-carboxamide